(3R)-oxolane O1CCCC1